C(C)OCCOCCOC(C)(C)C 2-[2-(2-ethoxyethoxy)ethoxy]-2-methyl-propane